3-methoxy-4-((1-methyl-1H-benzo[d]imidazol-5-yl)oxy)-aniline COC=1C=C(N)C=CC1OC1=CC2=C(N(C=N2)C)C=C1